N,N'-bis(3-tolyl)-N,N'-diphenyl-[1,1-biphenyl]-4,4'-diamine C1(=CC(=CC=C1)N(C1=CC=C(C=C1)C1=CC=C(C=C1)N(C1=CC=CC=C1)C=1C=C(C=CC1)C)C1=CC=CC=C1)C